O=C1N(CCCC1)CC(=O)NC(C(=O)O)CC 2-(2-(2-oxopiperidin-1-yl)acetamido)butanoic acid